N1=C(NCC2=CC=CC=C12)SCC1(N2C(SC1)=N[C@H]([C@@H]2C2=CC=CC=C2)C2=CC=CC=C2)O trans-3-(((3,4-dihydroquinazolin-2-yl)thio)methyl)-5,6-diphenyl-2,3,5,6-tetrahydroimidazo[2,1-b]thiazol-3-ol